N[C@H]1CN(C[C@@H](C1)F)C(=O)C1=CC2=C(N(C(=N2)C2=CC=3C(=NC(=CC3)NC3=CC(=NC=C3)C)N2CC2CC2)C)C(=C1)OC N-(2-{5-[(3R,5R)-3-amino-5-fluoropiperidine-1-carbonyl]-7-methoxy-1-methyl-1H-1,3-benzodiazol-2-yl}-1-(cyclopropylmethyl)-1H-pyrrolo[2,3-b]pyridin-6-yl)-2-methylpyridin-4-amine